FC=1C=CC(=C(C1)C(CC=1C=C(C(N(C1)C[C@H](C)NC(C(C)C)=O)=O)/C(/C)=N/OC(C)C)O)OC N-((2S)-1-(5-(2-(5-fluoro-2-methoxyphenyl)-2-hydroxyethyl)-3-((E)-1-(isopropoxyimino)ethyl)-2-oxopyridin-1(2H)-yl)propan-2-yl)isobutyramide